C(CCC)OC1=NN2C(C(=N1)N)=NC=C2CC2=CC(=C(C=C2)OCCCN(C)C)F butoxy-7-(4-(3-(dimethylamino)propoxy)-3-fluorobenzyl)imidazo[2,1-f][1,2,4]triazin-4-amine